C(C)N(CC(=O)[O-])C(=O)OC1CCC(CC1)N[C@@H]1C[C@@H](N(C2=CC=CC=C12)C(CC)=O)C Ethyl((((1R,4r)-4-(((2S,4R)-2-methyl-1-propionyl-1,2,3,4-tetrahydroquinolin-4-yl)amino)cyclohexyl)oxy)carbonyl)glycinate